COC=1C=C(/C=C/C=2SC3=C(N2)C=C(C=C3)NC(OC(C)(C)C)=O)C=CC1OCOC (E)-tert-butyl (2-(3-methoxy-4-(methoxymethoxy)styryl)benzo[d]thiazol-5-yl)carbamate